6-(1H-pyrazol-4-yl)-N-(4-(pyrrolidin-1-ylmethyl)pyridin-2-yl)benzo[d]thiazol-2-amine N1N=CC(=C1)C1=CC2=C(N=C(S2)NC2=NC=CC(=C2)CN2CCCC2)C=C1